N1(CCNCC1)C1CC[SH2](CC1)=O 4-(piperazin-1-yl)hexahydro-1λ6-thiopyran 1-oxide